isopropyl (2S)-6-diazo-2-((2S)-2-(methylsulfinyl)propanamido)-5-oxohexanoate [N+](=[N-])=CC(CC[C@@H](C(=O)OC(C)C)NC([C@H](C)S(=O)C)=O)=O